ClC1=CC=C(S1)C=1SC(=CC1)C=1SC(=CC1)Cl 5,5''-dichloro-2,2':5',2''-terthiophene